F/C=C(\CNC(OC(C)(C)C)=O)/COC=1C=C(C=C2CCNC(C12)=O)F t-butyl N-[(E)-3-fluoro-2-[(6-fluoro-1-oxo-3,4-dihydro-2H-isoquinolin-8-yl)oxymethyl]allyl]carbamate